(9,9-difluoro-10-hydroxy-6-azaspiro[4.5]decan-6-yl)-N-(3,3-difluorocyclobutyl)-2-oxoacetamide FC1(CCN(C2(CCCC2)C1O)C(C(=O)NC1CC(C1)(F)F)=O)F